1-(Oxetan-3-yl)-5-(tributylstannyl)-1H-1,2,3-triazole O1CC(C1)N1N=NC=C1[Sn](CCCC)(CCCC)CCCC